C(#N)C1=CC(=C(C=C1)NS(=O)(=O)C1=CNC(=C1)C1=C(C=CC=C1)OC(F)F)F N-(4-cyano-2-fluoro-phenyl)-5-[2-(difluoromethoxy)phenyl]-1H-pyrrole-3-sulfonamide